(S)-6-(1-amino-1,3-dihydrospiro[indene-2,4'-piperidine]-1'-yl)-3-(1-(4-(2-methoxyethoxy)phenyl)vinyl)-1,5-dihydro-4H-pyrazole N[C@@H]1C2=CC=CC=C2CC12CCN(CC2)C2=CC(=CC=C2C(=C)C2=NNCC2)OCCOC